C=CC1=CC=C(C=C1)P(O)(=O)O styrene-4-phosphonic acid